1-isobutyl-N-(6-(1-methyl-1H-1,2,3-triazol-4-yl)isoquinolin-3-yl)piperidine-3-carboxamide C(C(C)C)N1CC(CCC1)C(=O)NC=1N=CC2=CC=C(C=C2C1)C=1N=NN(C1)C